C(=CC1=CC=CC=C1)[Si](OCC)(OCC)OCC styryl-(triethoxy)silane